ClC=1C(=NC(=NC1)NC1=CC(=NC=C1)OC)C1=CC=C2CN(C(C2=C1)=O)[C@@H](C(=O)N[C@H](CO)C1=CC(=CC(=C1)F)OCC)C (2R)-2-(6-{5-Chloro-2-[(2-methoxypyridin-4-yl)amino]pyrimidin-4-yl}-1-oxo-2,3-dihydro-1H-isoindol-2-yl)-N-[(1S)-1-(3-ethoxy-5-fluorophenyl)-2-hydroxyethyl]propanamid